C12CN(CC2C1)C1=NC2=C(C=C(C=C2C(N1C)=O)F)C(C)NC1=C(C(=O)O)C=CC=C1 2-((1-(2-(3-azabicyclo[3.1.0]hexan-3-yl)-6-fluoro-3-methyl-4-oxo-3,4-dihydro-quinazolin-8-yl)ethyl)amino)benzoic acid